tert-butyl N-[2-[4-[2-(4-bromoindazol-2-yl)ethyl]piperazin-1-yl]ethyl]carbamate BrC=1C2=CN(N=C2C=CC1)CCN1CCN(CC1)CCNC(OC(C)(C)C)=O